[N+](=O)([O-])[O-].C(C)N1C=[N+](C=C1)C 1-Ethyl-3-methylimidazolium nitrat